FC1(CCN(CC1)C(=O)[C@H]1CN(CCC1)S(=O)(=O)C1=CC=C(C=C1)S(=O)(=O)C(CC)CC)F (R)-(4,4-difluoropiperidin-1-yl)(1-((4-(pentan-3-ylsulfonyl)phenyl)sulfonyl)piperidin-3-yl)methanone